methyl (1-((5-bromo-3-methoxypyridin-2-yl)methyl)-7-hydroxy-3-iodo-1H-pyrazolo[4,3-d]pyrimidin-5-yl)carbamate BrC=1C=C(C(=NC1)CN1N=C(C=2N=C(N=C(C21)O)NC(OC)=O)I)OC